4-acetyl-2,6-difluorobenzoic acid C(C)(=O)C1=CC(=C(C(=O)O)C(=C1)F)F